COC1=CC=C(CN(C=2C(=C(C(=C(C2)F)C(F)(F)F)C2CC(C(CC2)C(=O)OCC)=O)F)CC2=CC=C(C=C2)OC)C=C1 ethyl 4-(3-(bis(4-methoxybenzyl) amino)-2,5-difluoro-6-(trifluoromethyl) phenyl)-2-oxocyclohexane-1-carboxylate